tert-butyl N-[3-methyl-5-[[2-oxo-2-[(1S,4S,5R)-4-phenyl-3-azabicyclo[3.2.1]octan-3-yl]acetyl]amino]-2-pyridyl]carbamate CC=1C(=NC=C(C1)NC(C(N1C[C@H]2CC[C@@H]([C@H]1C1=CC=CC=C1)C2)=O)=O)NC(OC(C)(C)C)=O